tert-butyl 4-((trans)-4-(4-amino-5-(4-phenoxyphenyl)-7H-pyrrolo[2,3-d]pyrimidin-7-yl)cyclohexyl)piperazine-1-carboxylate NC=1C2=C(N=CN1)N(C=C2C2=CC=C(C=C2)OC2=CC=CC=C2)[C@@H]2CC[C@H](CC2)N2CCN(CC2)C(=O)OC(C)(C)C